(Dimethylsulfinylphenyl)propionic acid methyl ester COC(C(C)C1=C(C(=CC=C1)S(=O)C)S(=O)C)=O